N(C)CC(=O)OC(CCCCCCC)=O.[K] potassium capryloyl sarcosinate